C(C1=CC=CC=C1)OC(=O)N1C(CC(CC1)CN[C@H]1[C@@H](C1)C=1C=C2CCCOC2=CC1)F fluoro-4-(((trans-2-(chroman-6-yl)cyclopropyl)amino)methyl)piperidine-1-carboxylic acid benzyl ester